3-(2-methyl-4-diethylaminophenyl)-3-(1-N-octyl-2-methylindol-3-yl)-phthalide CC1=C(C=CC(=C1)N(CC)CC)C1(OC(=O)C2=CC=CC=C12)C1=C(N(C2=CC=CC=C12)CCCCCCCC)C